FC1=CC=C2C=C(C=NC2=C1F)N1S(C(C(C2=C1C=CC=C2)=C)(C)C)(=O)=O 1-(7,8-difluoroquinolin-3-yl)-3,3-dimethyl-4-methylene-3,4-dihydro-1H-2,1-benzothiazine 2,2-dioxide